C(CCC)OCC1(CCCC1)CNC(OC(C)(C)C)=O tert-butyl {[1-(butoxymethyl)cyclopentyl]methyl}carbamate